N1(N=CN=C1)C1=C(C=NC2=CC=C(C=C12)OC(F)(F)F)S(=O)(=O)C1=CC=C(C=C1)OC(F)(F)F 4-(1H-1,2,4-triazol-1-yl)-6-(trifluoromethoxy)-3-((4-(trifluoromethoxy)phenyl)sulfonyl)quinoline